1-(2,2-dimethylbenzo[d][1,3]dioxol-5-yl)ethan-1-one CC1(OC2=C(O1)C=CC(=C2)C(C)=O)C